2-[2-chloro-4-(4-fluorophenyl)-5-(pyridin-4-yl)-1H-imidazol-1-yl]-1-{2,7-diazaspiro[3.5]non-7-yl}ethan-1-one ClC=1N(C(=C(N1)C1=CC=C(C=C1)F)C1=CC=NC=C1)CC(=O)N1CCC2(CNC2)CC1